N-(((2S,5R)-6-(benzyloxy)-7-oxo-1,6-diazabicyclo[3.2.1]octan-2-yl)(imino)methyl)isonicotinamide C(C1=CC=CC=C1)ON1[C@@H]2CC[C@H](N(C1=O)C2)C(NC(C2=CC=NC=C2)=O)=N